COC=1C=C(C(=O)C2C3=C(N(C(C(C2)C)=O)C)C=CC=C3)C=CC1 5-(3-methoxybenzoyl)-1,3-dimethyl-1,3,4,5-tetrahydro-2H-benzo[b]azepin-2-one